C(C1=CC=CC=C1)NCCC=1C=CC2=C(B(OC2)O)C1 6-(2-(benzylamino)ethyl)benzo[c][1,2]oxaborol-1(3H)-ol